ClS(=O)(=O)C=1SC=C(N1)C(=O)OCC ethyl 2-(chlorosulfonyl)thiazole-4-carboxylate